CN1C(N(C(C=2N(C=NC12)C)=O)CCCCC(C(F)(F)F)(C)O)=O 3,7-dimethyl-1-(6,6,6-trifluoro-5-hydroxy-5-methylhexyl)-1H-purine-2,6(3h,7H)-dione